C(#CCC)C1=CC=CC=2C(N([C@H]3C=4N([C@@H](C21)C3)C3=C(N4)C=CC(=C3)C=3C=NC(=NC3)C3(CCC3)NC(OC(C)(C)C)=O)C([2H])([2H])[2H])=O tert-butyl (1-(5-((7R,14R)-1-(but-1-yn-1-yl)-6-(methyl-d3)-5-oxo-5,6,7,14-tetrahydro-7,14-methanobenzo[f]benzo[4,5]imidazo[1,2-a][1,4]diazocin-11-yl)pyrimidin-2-yl)cyclobutyl)carbamate